C(CCCCCCCCCCCCCCCCC)OCCOCCOCCOCCOCCO pentaethyleneglycol monostearyl ether